8-(1-aminoethyl)-2-(3-azabicyclo[3.1.0]hexan-3-yl)-3,6-dimethylquinazolin-4(3H)-one NC(C)C=1C=C(C=C2C(N(C(=NC12)N1CC2CC2C1)C)=O)C